3-Methyl-2-cyclopentenone Propionate Methyl-acetate COC(C)=O.C(CC)(=O)O.CC1=CC(CC1)=O